methyl 5-[(6-bromo-3-fluoro-2-pyridyl)oxymethyl]isoindoline-2-carboxylate BrC1=CC=C(C(=N1)OCC=1C=C2CN(CC2=CC1)C(=O)OC)F